C(#N)C=1C(C2=CC=CC=C2C1)=O cyanoindenone